ClC1=CN=C2N1C=C(C=N2)C=2C=CN1N=C(N=CC12)NC1CCC1 5-(3-chloroimidazo[1,2-a]pyrimidin-6-yl)-N-cyclobutylpyrrolo[2,1-f][1,2,4]triazin-2-amine